methyl 3-(oxiran-2-ylmethyl)-1-tetrahydropyran-2-yl-indazole-5-carboxylate O1C(C1)CC1=NN(C2=CC=C(C=C12)C(=O)OC)C1OCCCC1